(S)-1-((2-(difluoromethyl)-6-(5-fluoro-1H-pyrrolo[2,3-b]pyridin-3-yl)pyridin-3-yl)oxy)-2,4-dimethylpentane-2-amine trihydrochloride Cl.Cl.Cl.FC(C1=NC(=CC=C1OC[C@](CC(C)C)(N)C)C1=CNC2=NC=C(C=C21)F)F